COC([C@H](CC1=CC=C(C=C1)OC1CC1)NC([C@H](C)NC(=O)OC(C)(C)C)=O)=O (S)-2-((S)-2-((tert-butoxycarbonyl)amino)propionamido)-3-(4-cyclopropyloxyphenyl)propanoic acid methyl ester